S1C(=CC=C1)C=1SC=CC1 bithiofuran